C1CCC2=C(C=3CCCC3C=C12)NC(=O)N=[S@](=O)(N)C=1C=NN2C1OC[C@@H](CC2)NC (R,6R)-N'-((1,2,3,5,6,7-hexahydro-s-indacen-4-yl)carbamoyl)-6-(methylamino)-5,6,7,8-tetrahydropyrazolo[5,1-b][1,3]oxazepine-3-sulfonimidamide